C(C)OC(=O)C=1SC2=C(C1)C=CC(=C2)N2CCN(CC2)C(=O)OC(C)(C)C tert-butyl 4-[2-(ethoxycarbonyl)-1-benzothiophen-6-yl]piperazine-1-carboxylate